3-Amino-3-[(4-ethoxy-1-methoxy-1,4-dioxobutan-2-yl)carbamoyl]propanoic acid NC(CC(=O)O)C(NC(C(=O)OC)CC(=O)OCC)=O